1-(sulfomethyl)-1H-tetrazol S(=O)(=O)(O)CN1N=NN=C1